3-[[4-[1-(4-tert-butylphenyl)-2-(methylamino)ethoxy]-6-(2,6-dimethylphenyl)pyrimidin-2-yl]sulfamoyl]benzoic acid C(C)(C)(C)C1=CC=C(C=C1)C(CNC)OC1=NC(=NC(=C1)C1=C(C=CC=C1C)C)NS(=O)(=O)C=1C=C(C(=O)O)C=CC1